tert-butyl (S)-(2-hydroxy-1-(p-tolyl)ethyl)carbamate OC[C@H](C1=CC=C(C=C1)C)NC(OC(C)(C)C)=O